1,1-dichloro-2-fluoroethane ClC(CF)Cl